(2S,5R)-6-hydroxy-3-methyl-7-oxo-N-[2-(sulfamoylamino)ethyl]-1,6-diazabicyclo[3.2.1]oct-3-ene-2-carboxamide ON1[C@@H]2C=C([C@H](N(C1=O)C2)C(=O)NCCNS(N)(=O)=O)C